C1(CCCCC1)COCC1CCC(CC1)CC(C)C 1-((cyclohexylmethoxy)methyl)-4-isobutylcyclohexane